N[C@H]1[C@H](CC[C@@H]1NC(OCC[Si](C)(C)C)=O)NC(OCC1=CC=CC=C1)=O benzyl 2-(trimethylsilyl)ethyl [(1S,2S,3S)-2-aminocyclopentane-1,3-diyl]biscarbamate